triflic acid (2-isopropyl-3-methyl-phenyl) ester C(C)(C)C1=C(C=CC=C1C)OS(=O)(=O)C(F)(F)F